COC1=CC=C(C=C1)S(=O)(=O)C1=NC2=CC=CC=C2C=C1 2-((4-methoxyphenyl)sulfonyl)quinoline